4,4,6,6-tetradeuterospiro[2.3]hexane-5-one [2H]C1(C2(CC2)C(C1=O)([2H])[2H])[2H]